ClC=1C=C(C=CC1)CN1C=NC2=CC=C(C=C2C1=O)OC1=CC(=NC=C1)NC(=O)C1=NN(C=C1)C N-(4-{3-[(3-chlorophenyl)methyl]-4-oxo-quinazolin-6-yl}oxy-2-pyridyl)-1-methyl-pyrazole-3-carboxamide